C(C)(C)(C)C1=CC=C(OC(C(=O)OCC)(C)C)C=C1 Ethyl 2-(4-(tert-butyl) phenoxy)-2-methylpropionate